4-amino-1-[(2R,3S,4R,5R)-4-[(tert-butyldimethylsilyl)oxy]-5-{[(tert-butyldimethylsilyl)oxy]methyl}-5-cyclopropyl-3-fluorooxolan-2-yl]-5-fluoropyrimidin-2-one NC1=NC(N(C=C1F)[C@@H]1O[C@]([C@H]([C@@H]1F)O[Si](C)(C)C(C)(C)C)(C1CC1)CO[Si](C)(C)C(C)(C)C)=O